6-((2s,6s)-6-ethylpiperidin-2-yl)-4-(trifluoromethyl)isoindolin-1-one C(C)[C@H]1CCC[C@H](N1)C1=CC(=C2CNC(C2=C1)=O)C(F)(F)F